isopropyl (4-nitrophenyl) carbonate C(OC(C)C)(OC1=CC=C(C=C1)[N+](=O)[O-])=O